2-hydroxy-1-[4-(2-hydroxyethoxy)phenyl]2-methyl-1-propanone OC(C(=O)C1=CC=C(C=C1)OCCO)(C)C